ClC1=C(C=CC=C1)C1N(C(C2=CC=CC=C12)=O)C1=CC=C(C(=O)O)C=C1 4-(1-(2-chlorophenyl)-3-oxoisoindolin-2-yl)benzoic acid